C(CCC)OC1=C(C=CC=C1)OCCCC 1,2-dibutoxybenzene